tert-butyl (S,E)-(3-((2-(2-(2-(2-naphthamido)-5-bromobenzamido)-3-(1H-indol-3-yl)propanamido)ethyl)amino)-3-((2-((tert-butoxycarbonyl)amino)ethyl)imino)propyl)carbamate C1=C(C=CC2=CC=CC=C12)C(=O)NC1=C(C(=O)N[C@H](C(=O)NCCN/C(/CCNC(OC(C)(C)C)=O)=N/CCNC(=O)OC(C)(C)C)CC2=CNC3=CC=CC=C23)C=C(C=C1)Br